N1=CN=C(C2=CC=CC=C12)C=1N=C(C2=CC(=C(C=C2C1N)C(=O)N)OC)OC[C@H]1NC([C@H]([C@H]1CC)F)=O quinazolin-4-yl-4-amino-1-[[(2s,3s,4s)-3-ethyl-4-fluoro-5-oxo-2-pyrrolidinyl]methoxy]-7-methoxy-6-isoquinolinamide